((3aR,5s,6aS)-5-(4-fluorophenoxy)hexahydrocyclopenta[c]pyrrol-2(1H)-yl)-1-(4-hydroxyphenyl)ethanol FC1=CC=C(OC2C[C@@H]3[C@@H](CN(C3)C(C)(O)C3=CC=C(C=C3)O)C2)C=C1